(dodecyl-dimethyl-aminoacetoxy)ethylenediamine tetrabromide [Br-].[Br-].[Br-].[Br-].C(CCCCCCCCCCC)NC(C(=O)ONCCN)(C)C